6,6-Diethyl-9-methyl-3-pentylbenzo[c]chromen-1-ol C(C)C1(OC=2C=C(C=C(C2C2=C1C=CC(=C2)C)O)CCCCC)CC